OC1=C(C(=C(C=O)C(=C1)O)OC)CC=C 4,6-dihydroxy-2-methoxy-3-allylbenzaldehyde